2-chloro-N-(5-chloro-6-(2H-1,2,3-triazol-2-yl)pyridin-3-yl)-4-(1-methyl-1H-pyrazol-3-yl)benzamide ClC1=C(C(=O)NC=2C=NC(=C(C2)Cl)N2N=CC=N2)C=CC(=C1)C1=NN(C=C1)C